C(N)(OC(C(=O)NC1CCCCC1)CC1=CNC2=CC=CC=C12)=O (1-(cyclohexylamino)-3-(1H-indole-3-yl)-1-oxopropane-2-yl) carbamate